N-[4-[2-(2-aminoethoxy)ethylcarbamoyl]-3-ethyl-phenyl]-5-(3-fluoro-4-isopropoxy-phenyl)-1-methyl-imidazole-2-carboxamide NCCOCCNC(=O)C1=C(C=C(C=C1)NC(=O)C=1N(C(=CN1)C1=CC(=C(C=C1)OC(C)C)F)C)CC